CC1(C(OB(O1)C1=CC=CC=2N1N=CN2)(C)C)C 5-(tetramethyl-1,3,2-dioxaborolan-2-yl)-[1,2,4]triazolo[1,5-a]pyridine